(3R,4S)-4-aminotetrahydrofuran-3-ol hydrochloride Cl.N[C@@H]1[C@H](COC1)O